tetrahydrodibenzodiazepine C1CCCC2=C1C1=C(C=NN2)C=CC=C1